C(C)(C)(C1=CC(=C(C=C1)O)C(C)(C)C)C1=CC(=C(C=C1)O)C(C)(C)C 4,4'-isopropylidenebis(2-tert-butylphenol)